Natrium (S)-3-(6-Methoxy-4'-(trifluoromethoxy)biphenyl-3-yl)-3-(3-(1-methyl-4-oxido-2-oxo-1,2-dihydropyridin-3-yl)ureido)propanoat COC1=CC=C(C=C1C1=CC=C(C=C1)OC(F)(F)F)[C@H](CC(=O)[O-])NC(=O)NC=1C(N(C=CC1[O-])C)=O.[Na+].[Na+]